C(CC=CCCCCCCCCCC)(=O)O 3-Tetradecenoic acid